ClC1=C(C=CC(=C1)Cl)CNC1=CC=CC(=N1)S(=O)(=O)NC(=O)C=1C(=NC=CC1)N1C(CC(C1)C)(C)C N-[[6-[(2,4-Dichlorophenyl)methylamino]-2-pyridyl]sulfonyl]-2-(2,2,4-trimethylpyrrolidin-1-yl)pyridin-3-carboxamid